naphtho[2,3-b]benzofuran-2-amine C1=C(C=CC2=C1C1=C(O2)C=C2C=CC=CC2=C1)N